C(=O)(O)CN1C=[NH+]C=C1 N-Carboxymethyl-Imidazolium